N[C@H]1CN(CC1)C(=O)C1=CC=2N(C=C1)C(=C(N2)C=2N(C1=CC=CC=C1C2C2=CC=CC=C2)CC)C (R)-(3-aminopyrrolidin-1-yl)(2-(1-ethyl-3-phenyl-1H-indol-2-yl)-3-methylimidazo[1,2-a]pyridin-7-yl)methanone